NC(CNC=O)=O N-(2-amino-2-oxo-ethyl)carboxamide